Ethyl 3-(4-methoxyphenyl)propionate COC1=CC=C(C=C1)CCC(=O)OCC